N[C@H](C(C)C)C(=O)O (R)-Valine